5-(3,3-difluoropiperidin-1-yl)-5-oxopentanamide FC1(CN(CCC1)C(CCCC(=O)N)=O)F